ClC=1C=C(C=CC1OC(C)C)C1=CC=C(C=N1)CNC1=CC(=NC(=C1)C(F)(F)F)C=1C=NNC1 N-((6-(3-Chloro-4-isopropoxyphenyl)pyridin-3-yl)methyl)-2-(1H-pyrazol-4-yl)-6-(trifluoromethyl)pyridin-4-amine